6-hept-1-ynyl-5-chlorovalerate C#CCCCC(C)OC(CCCCCl)=O